CN(C1CCC(CC1)NC1=NC=C2C(=N1)N(C(N(C2)C=2C=C(C(=NC2)NS(=O)(=O)CC2=CC=CC=C2)F)=O)C(C)C)C N-(5-(7-(((1r,4r)-4-(dimethylamino)cyclohexyl)amino)-1-isopropyl-2-oxo-1,4-dihydropyrimido[4,5-d]pyrimidin-3(2H)-yl)-3-fluoropyridin-2-yl)-1-phenylmethanesulfonamide